(M)-4-(4-acryloyl-cis-3,5-dimethylpiperazin-1-yl)-6-chloro-7-(2-fluoro-6-hydroxyphenyl)-1-(2-isopropyl-4-methylpyridin-3-yl)pyrido[2,3-d]Pyrimidin-2(1H)-one C(C=C)(=O)N1[C@@H](CN(C[C@@H]1C)C=1C2=C(N(C(N1)=O)C=1C(=NC=CC1C)C(C)C)N=C(C(=C2)Cl)C2=C(C=CC=C2O)F)C